N1-(2-bromo-5-(trifluoromethyl)pyrazolo[1,5-a]pyrimidin-7-yl)cyclohexane-1,3-diamine BrC1=NN2C(N=C(C=C2NC2CC(CCC2)N)C(F)(F)F)=C1